O(S(=O)(=O)C(F)(F)F)C=1C=C2C(=NC=NC2=CC1OC)C=1C(=NN(C1)C)C1=C(C=CC=C1)F 4-(3-(2-fluorophenyl)-1-methyl-1H-pyrazol-4-yl)-7-methoxyquinazolin-6-yl triflate